(±)-Trans-3-(4-(4-(((cyclopentyl(methyl)carbamoyl)oxy)methyl)-3-methylisoxazol-5-yl)phenoxy)-1-fluorocyclohexanecarboxylic acid C1(CCCC1)N(C(=O)OCC=1C(=NOC1C1=CC=C(O[C@@H]2C[C@@](CCC2)(C(=O)O)F)C=C1)C)C |r|